CN1C=C(C=C(C1=O)NC1=NC=C(C=C1)N1[C@H](CN(CC1)C1COC1)C)C1=CC=NC=C1 4-[1-methyl-5-[[5-[(2S)-2-methyl-4-(oxetan-3-yl)piperazin-1-yl]-2-pyridyl]amino]-6-oxo-3-pyridyl]pyridine